ClC=1C=C(C(=NC1)OC1=CC2=C(N(C=N2)CC(C)(O)C)C=C1)F 1-{5-[(5-chloro-3-fluoropyridin-2-yl)oxy]-1H-benzimidazol-1-yl}-2-methylpropan-2-ol